(E)-4-(4-(2-(pyrene-1-yl)vinyl)phenyl)pyridine C1(=CC=C2C=CC3=CC=CC4=CC=C1C2=C34)/C=C/C3=CC=C(C=C3)C3=CC=NC=C3